COC=1C=C(CN(C2=CC=C(CN3CC(NCC3)=O)C=C2)CC2=CC(=CC=C2)N2CCCC2)C=CC1 4-(4-((3-methoxybenzyl)(3-(pyrrolidin-1-yl)benzyl)amino)benzyl)piperazin-2-one